5-(3-(((1r,4r)-4-(5-chloro-2-methylnicotinamido)cyclohexyl)methyl)-2-oxo-2,3-dihydro-1H-benzo[d]imidazol-1-yl)-N-(pyridin-2-yl)picolinamide ClC=1C=NC(=C(C(=O)NC2CCC(CC2)CN2C(N(C3=C2C=CC=C3)C=3C=CC(=NC3)C(=O)NC3=NC=CC=C3)=O)C1)C